C([C@@H]1[C@H]([C@@H]([C@@H]([C@H](O1)O[C@]2([C@H]([C@@H]([C@H](O2)COP(=O)([O-])[O-])O)O)CO)O)O)O)O The molecule is dianion of beta-D-fructofuranosyl alpha-D-mannopyranoside 6(F)-phosphate arising from deprotonation of both phosphate OH groups. It is a conjugate base of a beta-D-fructofuranosyl alpha-D-mannopyranoside 6(F)-phosphate.